2-hydroxyethyl (methacrylate) C(C(=C)C)(=O)OCCO